Cl.F[C@@H]1[C@H]2CC[C@@H](C[C@H]1NC(OCC1=CC=CC=C1)=O)N2 benzyl N-[(1R,2R,3R,5S)-2-fluoro-8-azabicyclo[3.2.1]octan-3-yl]carbamate hydrochloride